N-[(3S)-5,5-dimethyl-3-piperidyl]-4-(1H-indol-3-yl)-5-(trifluoromethyl)pyrimidin-2-amine CC1(C[C@@H](CNC1)NC1=NC=C(C(=N1)C1=CNC2=CC=CC=C12)C(F)(F)F)C